tetra-tert-butyl 2,2',2'',2'''-(2-(4-aminobenzyl)-1,4,7,10-tetraazacyclododecane-1,4,7,10-tetrayl)tetraacetate NC1=CC=C(CC2N(CCN(CCN(CCN(C2)CC(=O)OC(C)(C)C)CC(=O)OC(C)(C)C)CC(=O)OC(C)(C)C)CC(=O)OC(C)(C)C)C=C1